1-(3-methylbut-1-en-1-yl)-4-(trifluoromethyl)benzene CC(C=CC1=CC=C(C=C1)C(F)(F)F)C